FC(OC1=NC(=CC=C1NC(=O)C1(CN(C1)C(CC1CCNCC1)=O)C1=C(C=CC=C1)C(C)C)C)F N-(2-(difluoromethoxy)-6-methylpyridin-3-yl)-3-(2-isopropylphenyl)-1-(2-(piperidin-4-yl)acetyl)azetidine-3-carboxamide